N1=C(N=C(C=C1)C1=C(C=2C(NCCC2N1)=O)NC1=C(C(=CC=C1)Cl)OC)C1=NC=NC=C1 2-{[2,4'-bipyrimidin]-4-yl}-3-[(3-chloro-2-methoxyphenyl)amino]-1H,5H,6H,7H-pyrrolo[3,2-c]pyridin-4-one